ClC(N(C)C)=[N+](C)C [chloro(dimethylamino)methylidene]-dimethylammonium